2-methyl-N,N-dimethyltryptamine CC1=C(CCN(C)C)C2=CC=CC=C2N1